2-(4-hydroxybenzylamino)-6-hydroxypurine OC1=CC=C(CNC2=NC(=C3NC=NC3=N2)O)C=C1